methyl 2-chloro-5-[[5-(3,5-dichloro-4-fluoro-phenyl)-5-(tri-fluoromethyl)-4H-isoxazol-3-yl]amino]benzoate ClC1=C(C(=O)OC)C=C(C=C1)NC1=NOC(C1)(C(F)(F)F)C1=CC(=C(C(=C1)Cl)F)Cl